tin silicate [Si]([O-])([O-])([O-])[O-].[Sn+4]